[C@H]12CN(C[C@H](CC1)N2)C=2C1=C(N=C(N2)OC[C@H]2N(CCC2)C)CN(CC1)C1CC(C2=CC=CC=C12)OC 4-((1R,5S)-3,8-diazabicyclo[3.2.1]octan-3-yl)-7-(3-methoxy-2,3-dihydro-1H-inden-1-yl)-2-(((S)-1-methylpyrrolidin-2-yl)methoxy)-5,6,7,8-tetrahydropyrido[3,4-d]pyrimidine